4-aminochroman-2-carboxylic acid ethyl ester hydrochloride Cl.C(C)OC(=O)C1OC2=CC=CC=C2C(C1)N